1,3-propylenedicarboxylic acid C(CCC(=O)O)C(=O)O